N4-(5-(((3-methyloxetan-3-yl)methyl)amino)pyridin-2-yl)-N6-(3-(methylsulfonyl)pyridin-2-yl)pyrimidine-4,6-diamine CC1(COC1)CNC=1C=CC(=NC1)NC1=NC=NC(=C1)NC1=NC=CC=C1S(=O)(=O)C